ClC=1N=CSC1C(=O)NC[C@@H](CC)C(N[C@H]1C2=C(CN3N(C1=O)CCC3)C=CC=C2)=O 4-Chloro-N-((R)-2-(((S)-11-oxo-2,3,10,11-tetrahydro-1H,5H-benzo[d]pyrazolo[1,2-a][1,2]diazepin-10-yl)carbamoyl)butyl)thiazole-5-carboxamide